C(C)(C)OCC1=CC=C(CN2CC3(CC3)CN(C2=O)C2CCN(CC2)C)C=C1 5-(4-(isopropoxymethyl)benzyl)-7-(1-methylpiperidin-4-yl)-5,7-diazaspiro[2.5]octan-6-one